1-[(4-fluorophenyl)sulfonyl]-5-methoxy-3-[(4-methyl-1-piperazinyl)methyl]-1H-indole dihydrochloride Cl.Cl.FC1=CC=C(C=C1)S(=O)(=O)N1C=C(C2=CC(=CC=C12)OC)CN1CCN(CC1)C